2-fluoro-6-(phenoxy)benzonitrile thianthrene salt C1=CC=CC=2SC3=CC=CC=C3SC12.FC1=C(C#N)C(=CC=C1)OC1=CC=CC=C1